1-(2-hydroxyethyl) terephthalate C(C1=CC=C(C(=O)[O-])C=C1)(=O)OCCO